4-{2-[(3aR,9bR)-7-[(2,5-dichlorophenyl)methoxy]-9b-(4-fluorobenzenesulfonyl)-1H,2H,3H,3aH,4H,5H,9bH-benzo[e]indol-3-yl]-2-oxoethyl}-1λ6-thiomorpholine-1,1-dione ClC1=C(C=C(C=C1)Cl)COC1=CC2=C([C@@]3(CCN([C@@H]3CC2)C(CN2CCS(CC2)(=O)=O)=O)S(=O)(=O)C2=CC=C(C=C2)F)C=C1